C1(CC1)C=1C=CC=2N(C1N1C[C@H]3[C@@H](C1)CN(C3(C)C)C(C)=O)C=NC2 |r| rac-1-((3as,6ar)-5-(6-cyclopropylimidazo[1,5-a]pyridin-5-yl)-1,1-dimethylhexahydropyrrolo[3,4-c]pyrrol-2(1H)-yl)ethanone